2-nitro-1,4-bis(methoxymethyl)benzene [N+](=O)([O-])C1=C(C=CC(=C1)COC)COC